3-Amino-7-bromo-6-chloro-1-(1-tosyl-1H-Indole-4-yl)quinoxaline-2(1H)-on NC=1C(N(C2=CC(=C(C=C2N1)Cl)Br)C1=C2C=CN(C2=CC=C1)S(=O)(=O)C1=CC=C(C)C=C1)=O